NC1=NC=2C=C(C(=CC2C2=C1C=NN2C)C(=O)N2[C@H](COCC2)C2=CC=C(C=C2)S(F)(F)(F)(F)F)F (4-amino-7-fluoro-1-methyl-1H-pyrazolo[4,3-c]quinolin-8-yl)((3S)-3-(4-(pentafluoro-lambda~6~-sulfanyl)phenyl)-4-morpholinyl)methanone